C(C)(=O)C=1C(OC2=C(C1N1CCOCC1)C=CC(=C2)NC2=NC=CC(=N2)C2=C(C=CC=C2)NCC2=CC=CC=C2)=O 3-acetyl-7-{[4-(2-benzylaminophenyl)pyrimidin-2-yl]amino}-4-morpholino-2H-benzopyran-2-one